1-docosanoyl-2-tetradecanoyl-sn-glycero-3-phosphocholine C(CCCCCCCCCCCCCCCCCCCCC)(=O)OC[C@@H](OC(CCCCCCCCCCCCC)=O)COP(=O)([O-])OCC[N+](C)(C)C